FC(C=1C=C(C=C(C1)C(F)(F)F)C1=NN(C=N1)\C=C/C(=O)N1N(C(CC1)=O)CCOC)(F)F (Z)-1-(3-(3-(3,5-bis(trifluoromethyl)phenyl)-1H-1,2,4-triazol-1-yl)acryloyl)-2-(2-methoxyethyl)pyrazolidin-3-one